3-(3-Hydroxy-4-methoxyphenyl)-1-(4-methylphenyl)prop-2-en-1-one OC=1C=C(C=CC1OC)C=CC(=O)C1=CC=C(C=C1)C